tert-Butyl N-[(1S)-2-(4,8-difluoro-6-formyl-6,7-dihydro-5H-cyclopenta[f]benzotriazol-1-yl)-1-methyl-ethyl]carbamate FC1=C2C(=C(C=3N(N=NC31)C[C@H](C)NC(OC(C)(C)C)=O)F)CC(C2)C=O